[Si](C)(C)(C(C)(C)C)OC1C(CC1)N1[C@H]2CN(C[C@@H]1CC2)C2=C1C(=NC=C2)NC(=N1)C=1C=NN(C1)C 7-((1R,5S)-8-(2-((tert-butyldimethylsilyl)oxy)cyclobutyl)-3,8-diazabicyclo[3.2.1]octan-3-yl)-2-(1-methyl-1H-pyrazol-4-yl)-3H-imidazo[4,5-b]pyridine